methyl 4-(diethylamino)-3-ethoxybenzoate C(C)N(C1=C(C=C(C(=O)OC)C=C1)OCC)CC